1-[(4-chloro-2-fluoro-phenyl)methyl]-4-(3,4-dichlorophenyl)-6-methyl-2-oxo-pyridine-3-carboxylic acid ClC1=CC(=C(C=C1)CN1C(C(=C(C=C1C)C1=CC(=C(C=C1)Cl)Cl)C(=O)O)=O)F